tert-butyl ((3S,4S)-4-fluoro-1-(3-methylpyridin-2-yl) pyrrolidin-3-yl)carbamate F[C@@H]1[C@H](CN(C1)C1=NC=CC=C1C)NC(OC(C)(C)C)=O